BrC1=NC=2N(C=C1)C=CN2 7-bromoimidazo[1,2-a]pyrimidine